bis[tris(norbornenyl)phosphine] ruthenium trichloride [Ru](Cl)(Cl)Cl.C12(C=CC(CC1)C2)P(C21C=CC(CC2)C1)C12C=CC(CC1)C2.C21(C=CC(CC2)C1)P(C12C=CC(CC1)C2)C21C=CC(CC2)C1